Isopropyl 2-aminobenzoate NC1=C(C(=O)OC(C)C)C=CC=C1